C(C1=CC=CC=C1)(=O)[O-].C[SH+]C dimethylsulfonium benzoate